ClC=1C=2N(C(=NN1)C1=C(C=C(C=C1)C(F)(F)F)O)C=CC2 2-(1-chloropyrrolo[1,2-d][1,2,4]triazin-4-yl)-5-(trifluoromethyl)phenol